1-(2-Fluoroethyl)-N-((1,2,3,5,6,7-hexahydro-s-indacen-4-yl)carbamoyl)piperidine-3-sulfonamide, potassium salt [K].FCCN1CC(CCC1)S(=O)(=O)NC(NC1=C2CCCC2=CC=2CCCC12)=O